6-(1-((5-(difluoromethyl)-1-methyl-1H-pyrazol-4-yl)sulfonyl)piperidin-4-yl-2,2,6,6-d4)-8-fluoro-7-methyl-[1,2,4]triazolo[1,5-a]pyridine FC(C1=C(C=NN1C)S(=O)(=O)N1C(CC(CC1([2H])[2H])C=1C(=C(C=2N(C1)N=CN2)F)C)([2H])[2H])F